quinolone-4-carbonitrile N1C(C=C(C2=CC=CC=C12)C#N)=O